indenyl-(dibenzoyl-methane) titanium dichloride [Cl-].[Cl-].[Ti+2].C1(C=CC2=CC=CC=C12)C(C(C1=CC=CC=C1)=O)C(C1=CC=CC=C1)=O